[Na+].P(=O)([O-])([O-])[O-].P(=O)(O)(O)NCC(=O)O.[Na+].[Na+] phosphonoglycine phosphate sodium salt